Cl.O=C1N(CC2=CC3=C(C=C12)OC[C@@H]1N3CCNC1)[C@H]1C(NC(CC1)=O)=O |&1:19| rac-(R)-3-((R)-8-oxo-1,2,3,4,4a,5,8,10-octahydro-9H-pyrazino[1',2':4,5][1,4]oxazino[2,3-f]isoindol-9-yl)piperidine-2,6-dione hydrochloride